BrC=1C=C(C(=S)[O-])C=CC1 3-Bromothiobenzoate